N-methyl-N-octadecyl-4-(octadecyloxy)anilinium tetrakis(heptafluoronaphthalen-2-yl)borate FC=1C(=C(C(=C2C(=C(C(=C(C12)F)[B-](C1=C(C2=C(C(=C(C(=C2C(=C1F)F)F)F)F)F)F)(C1=C(C2=C(C(=C(C(=C2C(=C1F)F)F)F)F)F)F)C1=C(C2=C(C(=C(C(=C2C(=C1F)F)F)F)F)F)F)F)F)F)F)F.C[NH+](C1=CC=C(C=C1)OCCCCCCCCCCCCCCCCCC)CCCCCCCCCCCCCCCCCC